1-methyl-(4-bromo-ethylphenyl)piperazine CN1C(CNCC1)C1=C(C=C(C=C1)Br)CC